Methyl 3-amino-2,6-dimethylbenzoate NC=1C(=C(C(=O)OC)C(=CC1)C)C